ClC(C(=O)OCC)(C)Cl ethyl 2,2-dichloropropionate